(4S,6R)-N-(2-((R)-9-(pyridin-2-yl)-6-oxaspiro[4.5]decan-9-yl)ethyl)-6-(1-(trifluoromethyl)cyclopropyl)-5,6-dihydro-4H-pyrrolo[1,2-b]pyrazol-4-ylamine N1=C(C=CC=C1)[C@@]1(CCOC2(CCCC2)C1)CCN[C@H]1C[C@@H](N2N=CC=C21)C2(CC2)C(F)(F)F